2-(2H-1,2,3-benzotriazol-2-yl)-N,N-dibenzyl-aniline N=1N(N=C2C1C=CC=C2)C2=C(N(CC1=CC=CC=C1)CC1=CC=CC=C1)C=CC=C2